(2-oxa-6-azaspiro[3.3]heptan-6-yl)((1R,4r)-4-(4-((R)-3-((2,5,7-trimethyl-[1,2,4]triazolo[1,5-a]pyrimidin-6-yl)oxy)pyrrolidin-1-yl)phenyl)cyclohexyl)methanone C1OCC12CN(C2)C(=O)C2CCC(CC2)C2=CC=C(C=C2)N2C[C@@H](CC2)OC=2C(=NC=1N(C2C)N=C(N1)C)C